N-(3-(naphthalen-1-yl)phenyl)-5-phenylpyridin-2-amine C1(=CC=CC2=CC=CC=C12)C=1C=C(C=CC1)NC1=NC=C(C=C1)C1=CC=CC=C1